FC1=CC=C(C=C1)CCCNC(=O)C=1C(OC2=C(C1)C=C(C(=C2)OCCO)OC)=O N-(3-(4-fluorophenyl)propyl)-7-(2-hydroxyethoxy)-6-methoxy-2-oxo-2H-benzopyran-3-carboxamide